4-(1-methyl-1H-pyrrolo[2,3-b]pyridin-4-yl)-7-((5-morpholino-pyridin-2-yl)amino)-2,3-dihydro-1H-pyrrolo[3,4-c]pyridin-1-one CN1C=CC=2C1=NC=CC2C2=NC=C(C1=C2CNC1=O)NC1=NC=C(C=C1)N1CCOCC1